BrCCCCC(CO)O 6-bromo-1,2-hexanediol